C(C)(=O)[O-].[Pd+] Palladium(I) acetat